(R)-3-chloro-N-(4-hydroxybutan-2-yl)-4-(6-(1-methylcyclopropoxy)-9-((4-methylpyridin-2-yl)methyl)-9H-purin-8-yl)benzamide ClC=1C=C(C(=O)N[C@H](C)CCO)C=CC1C=1N(C2=NC=NC(=C2N1)OC1(CC1)C)CC1=NC=CC(=C1)C